1-(4-bromophenyl)-6-(difluoromethyl)pyridin-2(1H)-one BrC1=CC=C(C=C1)N1C(C=CC=C1C(F)F)=O